2-(1H-pyrrol-1-yl)-3-(3-(4-(((tetrahydro-2H-pyran-4-yl)oxy)methyl)phenoxy)azetidin-1-yl)benzoic acid N1(C=CC=C1)C1=C(C(=O)O)C=CC=C1N1CC(C1)OC1=CC=C(C=C1)COC1CCOCC1